COC(=O)C1=NC(=CC=C1NC(C)C=1C=C(C=C2C(C=C(OC12)C=1C=C2C=C(NC2=CC1)C)=O)C)Cl 6-chloro-3-[1-[6-methyl-2-(2-methylindol-5-yl)-4-oxo-chromen-8-yl]ethylamino]pyridine-2-carboxylic acid methyl ester